2-cyano-2,3-di-sec-butylbutanedioic acid-1-ethyl-4-n-butyl ester C(C)CCCCOC(C(C(C(=O)O)C(C)CC)(C(C)CC)C#N)=O